C(C=1C(C(=O)[O-])=CC=CC1)(=O)OCCCCCCCCCCC n-undecyl phthalate